CC1=CC=C(C=C1)C(=O)NC2=CC=CC(=C2)N N-(3-aminophenyl)-4-methylbenzamide